ClC1=CC=C(C=C1)N1N=C(C2=C1CC([C@H]2OC(C2=CC=CC=C2)=O)(F)F)C(F)(F)F benzoic acid [(4S)-1-(4-chlorophenyl)-5,5-difluoro-3-(trifluoromethyl)-4,6-dihydro-cyclopenta[c]pyrazol-4-yl] ester